2-(3,5-Difluoro-phenyl)-N-{2-[(2-methoxy-ethyl)-methyl-amino]-4-oxo-7-trifluoromethyl-4H-quinazolin-3-yl}-acetamide FC=1C=C(C=C(C1)F)CC(=O)NN1C(=NC2=CC(=CC=C2C1=O)C(F)(F)F)N(C)CCOC